ClC1=C(C=CC(=C1)Cl)C=1CCCC2=C(C1C1=CC=C(C=C1)O[C@@H]1CN(CC1)CCCF)C=CC(=C2)C(=O)O 8-(2,4-dichlorophenyl)-9-(4-{[(3S)-1-(3-fluoropropyl)pyrrolidin-3-yl]oxy}phenyl)-6,7-dihydro-5H-benzo[7]annulene-3-carboxylic acid